N-benzylsulfonyl-4-[4-(4-bromo-3-fluorobenzoyl)piperazin-1-yl]benzamide C(C1=CC=CC=C1)S(=O)(=O)NC(C1=CC=C(C=C1)N1CCN(CC1)C(C1=CC(=C(C=C1)Br)F)=O)=O